N-((2-methyl-5-nitrophenyl)sulfonyl)-5,5-diphenyl-4,5-dihydro-isoxazole-3-carboxamide CC1=C(C=C(C=C1)[N+](=O)[O-])S(=O)(=O)NC(=O)C1=NOC(C1)(C1=CC=CC=C1)C1=CC=CC=C1